(S)-5-(2,7-dimethyl-3-(3,4,5-trifluorophenyl)-4,5,6,7-tetrahydro-2H-pyrazolo[3,4-c]pyridine-6-carbonyl)-3,4-dihydroisoquinoline-2(1H)-carboxylic acid tert-butyl ester C(C)(C)(C)OC(=O)N1CC2=CC=CC(=C2CC1)C(=O)N1[C@H](C=2C(CC1)=C(N(N2)C)C2=CC(=C(C(=C2)F)F)F)C